imidazothiadiazole C1=NC2=C(N1)N=NS2